6-nitro-8-methoxy-1',3',3'-trimethylspiro[2H-1-benzopyran-2,2'-indoline] [N+](=O)([O-])C=1C=C(C2=C(C=CC3(N(C4=CC=CC=C4C3(C)C)C)O2)C1)OC